tert-butyl (3S)-3-({8-carbamoyl-6-[2-cyano-4-(2-methoxyethoxy)phenyl]pyrido[3,2-d]pyrimidin-4-yl}amino)piperidine-1-carboxylate C(N)(=O)C1=CC(=NC2=C1N=CN=C2N[C@@H]2CN(CCC2)C(=O)OC(C)(C)C)C2=C(C=C(C=C2)OCCOC)C#N